N-([1,1'-biphenyl]-3-yl)-1H-1,2,4-triazole-5-carboxamide C1(=CC(=CC=C1)NC(=O)C1=NC=NN1)C1=CC=CC=C1